CC1=C(C=C(C=C1)N1N=C2C=CC=CC2=C1)F 2-(4-methyl-3-fluorophenyl)indazole